tert-Butyl 4-fluoro-5,8-dihydro-5,8-epiminoisoquinoline-9-carboxylate FC1=CN=CC=2C3C=CC(C12)N3C(=O)OC(C)(C)C